C1CCC(CC1)N(C2CCCCC2)C(=O)C3=CC=C(C=C3)C(=O)N N'-dicyclohexylterephthalamide